3-((4-methoxybenzyl)amino)pyrrolidine-1-carboxylic acid tert-butyl ester C(C)(C)(C)OC(=O)N1CC(CC1)NCC1=CC=C(C=C1)OC